ClC=1C=C2C(=NC(=NC2=C(C1C1=CC(=CC2=CC=CC=C12)O)F)OC[C@H]1N(CCC1)C)N1CCCN(CCC1)C(\C=C\CN(C)C)=O (E)-1-(5-(6-chloro-8-fluoro-7-(3-hydroxynaphthalen-1-yl)-2-(((S)-1-methylpyrrolidin-2-yl)meth-oxy)quinazolin-4-yl)-1,5-diazocan-1-yl)-4-(dimethylamino)but-2-en-1-one